acryl-hexahydro-1,3,5-triazine C(=O)(C=C)N1CNCNC1